C12C(C3CC(CC(C1)C3)C2)CC(=O)NC2=CC3=C(NC(=N3)[C@@H](N(C(OC(C)(C)C)=O)C)C3=CC=CC=C3)C=C2 tert-Butyl N-[(S)-[5-[[2-(2-adamantyl)acetyl]amino]-1H-benzimidazol-2-yl]-phenyl-methyl]-N-methylcarbamate